ClC=1C(=CC(=C(C1)C=1C(=C2N(N1)CCC2)C=2C=CC=1N(C2)N=CN1)F)F 6-(2-(5-Chloro-2,4-difluorophenyl)-5,6-dihydro-4H-pyrrolo[1,2-b]pyrazol-3-yl)-[1,2,4]triazolo[1,5-a]pyridine